O.S(=O)([O-])[O-].[Ni+2]=O nickel oxide sulphite hydrate